OC1=C(C=2N(C=C1)C=CN2)C#N 7-hydroxyimidazo[1,2-a]pyridine-8-carbonitrile